3-(4-pyridyl)-N-[2-(tetrazol-1-yl)phenyl]-1-(2-trimethylsilylethoxymethyl)indazol-5-amine N1=CC=C(C=C1)C1=NN(C2=CC=C(C=C12)NC1=C(C=CC=C1)N1N=NN=C1)COCC[Si](C)(C)C